NC=1SC=C(N1)C=1N=NN(C1)[C@@H]1[C@H]([C@@H](SC=2C(=NC=C(C2)Cl)C#N)O[C@@H]([C@@H]1O)CO)OC 5-Chloro-2-cyanopyridin-3-yl 3-[4-(2-aminothiazol-4-yl)-1H-1,2,3-triazol-1-yl]-3-deoxy-2-O-methyl-1-thio-α-D-galactopyranoside